COC(=O)C=1C=C2C(=NC1)C=NN2CCF 1-(2-Fluoroethyl)-1H-pyrazolo[4,3-b]pyridine-6-carboxylic acid methyl ester